FC(OC=1C=C(C=CC1)NC1=NC=C(C=N1)C=1C=C(C=NC1)N[C@@H]1CN(CC1)C(C=C)=O)F (S)-1-(3-((5-(2-((3-(difluoromethoxy)phenyl)amino)pyrimidin-5-yl)pyridin-3-yl)amino)pyrrolidin-1-yl)prop-2-en-1-one